O=C1NC(CCC1N1C(C2=CC=CC(=C2C1=O)OCC1=CC=C(C=O)C=C1)=O)=O 4-(((2-(2,6-dioxopiperidin-3-yl)-1,3-dioxoisoindolin-4-yl)oxy)methyl)benzaldehyde